2-bromo-4-methoxy-N-(2-methylallyl)benzamide BrC1=C(C(=O)NCC(=C)C)C=CC(=C1)OC